ClC=1C=C2C(=NC(=NC2=C(C1C1=C2C(=NNC2=CC=C1C)N)F)OC[C@H]1N(CCC1)C)N1CCNCC(C1)(F)F 4-(6-chloro-4-(6,6-difluoro-1,4-diazepan-1-yl)-8-fluoro-2-(((S)-1-methylpyrrolidin-2-yl)methoxy)quinazolin-7-yl)-5-methyl-1H-indazol-3-amine